C(C)(C)(C)C=1C=C(C=CC1)C1NCC12CCCC2 (3-(tert-Butyl)phenyl)-2-azaspiro[3.4]octane